C(C)(C)(C)OC(=O)N1[C@@H](CC[C@H]1C)C(=O)O (2S,5R)-1-(tert-butoxycarbonyl)-5-methylpyrrolidine-2-carboxylic acid